FC=1C=C(C=C(C1OC1=CC=NC2=CC(=C(C=C12)OC)OCCO)F)NC(C1=CN=CC=C1)=O N-(3,5-difluoro-4-((7-(2-hydroxyethoxy)-6-methoxyquinolin-4-yl)oxy)phenyl)nicotinamide